ethyl 4-(difluoromethyl)-1-({[(ethoxycarbonyl)amino]methanethioyl}amino)imidazole-2-carboxylate FC(C=1N=C(N(C1)NC(=S)NC(=O)OCC)C(=O)OCC)F